(3R,4R)-4-{[7-cyclopropoxy-4-(1-methyl-3-phenyl-1H-pyrazol-4-yl)quinazolin-6-yl]oxy}-3-fluoropiperidine-1-carboxylic acid tert-butyl ester C(C)(C)(C)OC(=O)N1C[C@H]([C@@H](CC1)OC=1C=C2C(=NC=NC2=CC1OC1CC1)C=1C(=NN(C1)C)C1=CC=CC=C1)F